6-chloro-1-methyl-1-(2,2,2-trifluoroethyl)-1,3-dihydrofuro[3,4-c]pyridine ClC1=CC2=C(C=N1)COC2(CC(F)(F)F)C